BrC=1C=C(C(=C(C1)C1=CC(=C(C=C1)F)C)NC(CC(C)(C)C)=O)C N-(5-bromo-4'-fluoro-3,3'-dimethyl-[1,1'-biphenyl]-2-yl)-3,3-dimethylbutanamide